OC1=C(C=C(C=C1C)C(C)C)C(=O)C1=CC(=CC=C1)CC (2-hydroxy-3-methyl-5-isopropylphenyl)(3-ethylphenyl)-methanone